hydrochloric acid, dihydrate O.O.Cl